methyl-8-(1-(methyl-d3)-1H-indazol-5-yl)-7-(pyrazolo[1,5-a]pyrimidin-3-yl)-1-(tetrahydro-2H-pyran-4-yl)-3,6-dihydroimidazo[4,5-d]pyrrolo[2,3-b]pyridin-2(1H)-one CN1C(N(C2=C3C(=NC=C21)NC(=C3C=3C=C2C=NN(C2=CC3)C([2H])([2H])[2H])C=3C=NN2C3N=CC=C2)C2CCOCC2)=O